5-(4-fluorophenyl)-2,3,4,5-tetrahydro-1H-pyrido[4,3-b]indole hydrochloride Cl.FC1=CC=C(C=C1)N1C2=C(C=3C=CC=CC13)CNCC2